FC1=C(C=CC(=C1)Cl)CCNS(=O)(=O)C=1C=CC2=C(C(=C(O2)C(=O)[O-])C)C1 5-(N-(2-Fluoro-4-chlorophenylethyl)sulfamoyl)-3-methylbenzofuran-2-carboxylate